The molecule is a 13-HETE in which the stereocentre at position 13 has S-configuration. It is a conjugate acid of a 13(S)-HETE(1-). CCCCC/C=C\\[C@@H](/C=C\\C/C=C\\C/C=C\\CCCC(=O)O)O